FC1(CC(C1)N1N=NC2=C1CCC(C2)(O)CCC2=NN1C(=NC=3C(=CC(=CC3C1=N2)F)OC)NCC2=C(C=C(C=C2)OC)OC)F 1-(3,3-difluorocyclobutyl)-5-(2-(5-((2,4-dimethoxybenzyl)amino)-9-fluoro-7-methoxy-[1,2,4]triazolo[1,5-c]quinazolin-2-yl)ethyl)-4,5,6,7-tetrahydro-1H-benzo[d][1,2,3]triazol-5-ol